COC1=CC=C(C=C(C(=O)OC)C(=O)OC)C=C1 dimethyl 2-(4-methoxybenzylidene)malonate